O=C1N(C2=CC=CC=C2C12CC1=CC=C(C=C1C2)C(=O)O)C=2C=NN(C2)CCC 2'-oxo-1'-(1-propyl-1H-pyrazol-4-yl)-1,3-dihydrospiro[indene-2,3'-indoline]-5-carboxylic acid